ClC1=C(C=CC(=C1)CO)C=1C=C2C=NN(C2=CC1)C=1C=CC(=C(C1)O)F 5-(5-(2-Chloro-4-(hydroxymethyl)phenyl)-1H-indazol-1-yl)-2-fluorophenol